C1NC=C2CCCCC12 2,4,5,6,7,7A-HEXAHYDRO-1H-ISOINDOLE